di-tert-butyl (((6-((3-(dimethylamino)propyl)amino)-1,3,5-triazine-2,4-diyl)bis(azanediyl))bis(propane-3,1-diyl))dicarbamate CN(CCCNC1=NC(=NC(=N1)NCCCNC(OC(C)(C)C)=O)NCCCNC(OC(C)(C)C)=O)C